1,3-difluoro-2-(hex-5-en-1-yloxy)benzene FC1=C(C(=CC=C1)F)OCCCCC=C